4-(4-(1-Methyl-1H-pyrazol-4-yl)benzyl)-1,2,4-thiadiazolidine-3,5-dione CN1N=CC(=C1)C1=CC=C(CN2C(NSC2=O)=O)C=C1